CN([C@H](C(F)(F)F)C1=CC=C(C=C1)[S@@](=O)(N)=NC(NC1=C2CCCC2=CC=2CCCC12)=O)C |&1:13| (R,S) and (S,S)-4-(1-(dimethylamino)-2,2,2-trifluoroethyl)-N'-((1,2,3,5,6,7-hexahydro-s-indacen-4-yl)carbamoyl)benzenesulfonimidamide